N,3'-dimethyl-1,1'-biphenyl-2-carboxamide CNC(=O)C=1C(=CC=CC1)C1=CC(=CC=C1)C